1-undecyl-4-butylpiperidinium fluoride salt [F-].C(CCCCCCCCCC)[NH+]1CCC(CC1)CCCC